2-chloro-4-(8-(4-(4-((1-(2-(2,6-dioxopiperidin-3-yl)-1,3-dioxoisoindolin-5-yl)piperidin-4-yl)methyl)piperazine-1-carbonyl)benzoyl)-2,8-diazaspiro[4.5]decan-2-yl)benzonitrile ClC1=C(C#N)C=CC(=C1)N1CC2(CC1)CCN(CC2)C(C2=CC=C(C=C2)C(=O)N2CCN(CC2)CC2CCN(CC2)C=2C=C1C(N(C(C1=CC2)=O)C2C(NC(CC2)=O)=O)=O)=O